C(C)C1=C2C(=CC(=CC2=CC=C1F)O)C1=C(C=2N=C(N=C(C2C=N1)N1CCOCCC1)OC[C@]12CCCN2C[C@@H](C1)F)F 5-ethyl-6-fluoro-4-(8-fluoro-2-(((2r,7as)-2-fluoro-hexahydro-1H-pyrrolizin-7a-yl)methoxy)-4-(1,4-oxazepan-4-yl)pyrido[4,3-d]pyrimidin-7-yl)naphthalen-2-ol